COC=1C(=CC=NC1)C1=C(C=NC(=C1)C)C(=O)N 5'-methoxy-6-methyl-[4,4'-bipyridyl]-3-carboxamide